1-[(3R)-3-amino-1-piperidinyl]Propan-2-en-1-one N[C@H]1CN(CCC1)C(C=C)=O